COC(C1=C(N=CC=C1)CC#N)=O 2-(cyanomethyl)nicotinic acid methyl ester